Br.Cl hydrochloric acid, hydrobromide salt